Cl.ClC1=CC2=C(C=N1)C(=NN2C2OCCCC2)N2CC1NC(C2)C1 3-(6-chloro-1-(tetrahydro-2H-pyran-2-yl)-1H-pyrazolo[4,3-c]pyridin-3-yl)-3,6-diazabicyclo[3.1.1]heptane hydrochloride